CN1N=CC=C1NC1=NC=CC(=C1)C1=CC(NC(=C1)C1=C(C=CC=C1)C(F)(F)F)=O 4-[2-[(2-methylpyrazol-3-yl)amino]-4-pyridyl]-6-[2-(trifluoromethyl)phenyl]-1H-pyridin-2-one